tert-Butyl 2-((((9H-fluoren-9-yl)methoxy) carbonyl)(methyl)amino)-4-(5-bromopyridin-3-yl)butanoate C1=CC=CC=2C3=CC=CC=C3C(C12)COC(=O)N(C(C(=O)OC(C)(C)C)CCC=1C=NC=C(C1)Br)C